ClC=1C(=NC=C(C1)Cl)O[C@@H](C(=O)NCC=1C=C(C=CC1)NC(=O)N1CCN(CC1)CC(=O)OCC)CC ethyl (R)-2-(4-((3-((2-((3,5-dichloropyridin-2-yl)oxy)butanamido)methyl)phenyl)carbamoyl)piperazin-1-yl)acetate